4-(1-(2,2-difluoroethyl)-1H-pyrazol-4-yl)-2-(((1R,3S)-3-(6-(4-methylpiperazin-1-yl)-3H-imidazo[4,5-b]pyridin-3-yl)cyclohexyl)amino)pyrimidine-5-carbonitrile FC(CN1N=CC(=C1)C1=NC(=NC=C1C#N)N[C@H]1C[C@H](CCC1)N1C=NC=2C1=NC=C(C2)N2CCN(CC2)C)F